FC(C=1C(=NC(=NC1)NC=1C=NC(=CC1)OC)NC1=CC=C(C=C1)NC(C=C)=O)(F)F N-(4-(5-trifluoromethyl-2-(6-methoxypyridin-3-ylamino)pyrimidin-4-ylamino)phenyl)acrylamide